(3R,4S,5R,6R)-3,4,5-tris((trimethylsilyl)oxy)-6-(((trimethylsilyl)oxy)methyl)tetrahydro-2H-pyran-2-one C[Si](O[C@H]1C(O[C@@H]([C@H]([C@@H]1O[Si](C)(C)C)O[Si](C)(C)C)CO[Si](C)(C)C)=O)(C)C